6-fluoro-2,4,8,10-tetra-tert-butyl-12-methyl-Dibenz[d,g]-1,3,2-dioxaphosphocin FP1OC2=C(C(C3=C(O1)C(=CC(=C3)C(C)(C)C)C(C)(C)C)C)C=C(C=C2C(C)(C)C)C(C)(C)C